C(C)(C)(C)OC(=O)N=[S@](=O)(C1=C(C=C(C=C1)C)O[C@H](C)CCC=O)N1[C@@H](CCC1)C(=O)OC Methyl ((R)-N-(tert-butoxycarbonyl)-4-methyl-2-(((R)-5-oxopentan-2-yl)oxy)phenylsulfonimidoyl)-L-prolinate